CN(C1=CC=C(C=C1)C(=CC1(OC(=O)C2=C(C(=C(C(=C12)Cl)Cl)Cl)Cl)C=C(C1=CC=C(C=C1)N(C)C)C1=CC=C(C=C1)OC)C1=CC=C(C=C1)OC)C bis[2-(p-dimethylaminophenyl)-2-(p-methoxyphenyl)ethenyl]-4,5,6,7-tetrachlorophthalide